tert-butyl-(R)-3-(tosyloxy)pyrrolidine-1-carboxylate C(C)(C)(C)OC(=O)N1C[C@@H](CC1)OS(=O)(=O)C1=CC=C(C)C=C1